ClC1=CC=C(CN2N=C3C4=C(CCC3=C2)OC(=C4C)C(=O)N4CC(CCC4)C(=O)N)C=C1 1-{[2-(4-chlorobenzyl)-8-methyl-4,5-dihydro-2H-furo[2,3-g]indazol-7-yl]carbonyl}piperidine-3-carboxamide